CNC1=CC(=NC=C1C=1SC(=NN1)C1CCC(CC1)NC)C1=CC=C2N1N=CC(=C2)C#N 7-[4-(methylamino)-5-{5-[(1r,4r)-4-(methylamino)cyclohexyl]-1,3,4-thiadiazol-2-yl}pyridin-2-yl]pyrrolo[1,2-b]pyridazine-3-carbonitrile